dimethoxydiethylene glycol COCCOCCOC